C1(CCC1)C=1C(=NN(C1NC(C[C@H]1C(C(C1)(F)F)(F)F)=O)C)C1=NN(C2=CC=CC=C12)C (R)-N-(4-cyclobutyl-1-methyl-3-(1-methyl-1H-indazol-3-yl)-1H-pyrazol-5-yl)-2-(2,2,3,3-tetrafluorocyclobutyl)acetamide